NC=1SC2=C(N1)C=CC(=C2)C(C(=O)OCC)(C(F)(F)F)O ethyl 2-(2-amino-1,3-benzothiazol-6-yl)-3,3,3-trifluoro-2-hydroxy-propanoate